6-((2-((3r,4r)-3-amino-4-fluoro-1-piperidinyl)-6-(difluoromethoxy)-1H-benzimidazol-1-yl)methyl)-3-pyridinecarbonitrile N[C@@H]1CN(CC[C@H]1F)C1=NC2=C(N1CC1=CC=C(C=N1)C#N)C=C(C=C2)OC(F)F